ClC=1C=C(C=C(C1)Cl)C1(OCCO1)OC 2-(3,5-dichlorophenyl)-2-methoxy-1,3-dioxacyclopentane